NC=1N=NC(=CC1C1=NC=CC(=C1)C1CCN(CC1)C1CCN(CC1)C1=CC=CC2=C1OCCN2[C@H]2C(NC(CC2)=O)=O)C2=C(C=CC=C2)O (R)-3-(8-(4-(2-(3-amino-6-(2-hydroxyphenyl)pyridazin-4-yl)pyridin-4-yl)-[1,4'-bipiperidin]-1'-yl)-2,3-dihydro-4H-benzo[b][1,4]oxazin-4-yl)piperidine-2,6-dione